tris(N-ethyl-N-methylpiperidinium) phosphate bis(trifluoromethylsulfonyl)imide salt [N-](S(=O)(=O)C(F)(F)F)S(=O)(=O)C(F)(F)F.P(=O)([O-])([O-])O.C(C)[N+]1(CCCCC1)C.C(C)[N+]1(CCCCC1)C.C(C)[N+]1(CCCCC1)C